OC1=C2CCN(C(C2=CC=C1C)C)C(=O)OC(C)(C)C tert-butyl 5-hydroxy-1,6-dimethyl-3,4-dihydroisoquinoline-2(1H)-carboxylate